C(CC(C)CCCC(C)CCCC(C)CCCC(C)C)(=O)SCCNC(CCNC([C@@H](C(COP(OP(OC[C@@H]1[C@H]([C@H]([C@@H](O1)N1C=NC=2C(N)=NC=NC12)O)OP(=O)(O)O)(=O)O)(=O)O)(C)C)O)=O)=O phytanoyl-Coenzyme A